1-(decyloxy)tridec-1-ene C(CCCCCCCCC)OC=CCCCCCCCCCCC